O=C1N(CCC(N1COCC[Si](C)(C)C)=O)C1=CC=C(C=C1)N1CC(C1)C(=O)OC(C)(C)C tert-butyl 1-(4-(2,4-dioxo-3-((2-(trimethylsilyl)ethoxy)methyl)tetrahydropyrimidin-1(2H)-yl)phenyl)azetidine-3-carboxylate